7-methoxy-2-(2-(trifluoromethoxy)benzyl)pyrazolo[1,5-c]quinazolin-5-amine COC1=CC=CC=2C=3N(C(=NC12)N)N=C(C3)CC3=C(C=CC=C3)OC(F)(F)F